2-(3,3-difluorocyclobutyl)-3-fluoro-5-(4,4,5,5-tetramethyl-1,3,2-dioxaborolan-2-yl)pyridine FC1(CC(C1)C1=NC=C(C=C1F)B1OC(C(O1)(C)C)(C)C)F